6-[(5-methyl-3-quinolyl)amino]-3,4-dihydro-1H-quinolin-2-one CC1=C2C=C(C=NC2=CC=C1)NC=1C=C2CCC(NC2=CC1)=O